C(C)(=O)C=1C=C(OC2=C(C=C(C=O)C=C2)C(C)C)C=CC1 4-(3-Acetylphenoxy)-3-isopropylbenzaldehyde